C1=C(C=CC=2SC3=C(C21)C=CC=C3)C3(CC2=C(C1=C(S2)C=CC(=C1)N(C1=CC=CC=C1)C1=CC=CC=C1)C=C3)NC3=CC=CC=C3 7-(dibenzo[b,d]thiophen-2-yl)-N2,N2,N7-triphenyldibenzo[b,d]thiophene-2,7-diamine